mercapto(sodium) S[Na]